tert-Butyl (2'R,3S)-6-(tert-butoxycarbonylamino)-2'-methyl-2-oxospiro[indoline-3,4'-tetrahydropyran]-1-carboxylate C(C)(C)(C)OC(=O)NC1=CC=C2C(=C1)N(C([C@@]21C[C@H](OCC1)C)=O)C(=O)OC(C)(C)C